((1s,4s)-4-((2-((2-(1-(Cyclopropylsulfonyl)-1H-pyrazol-4-yl)pyrimidin-4-yl)amino)-5-((1-(trifluoromethyl)-1H-pyrazol-4-yl)ethynyl)pyridin-4-yl)amino)cyclohexyl)methanol C1(CC1)S(=O)(=O)N1N=CC(=C1)C1=NC=CC(=N1)NC1=NC=C(C(=C1)NC1CCC(CC1)CO)C#CC=1C=NN(C1)C(F)(F)F